BrC=1C(=C(C=CC1)NC=1C2=C(N=CN1)C=CC(=N2)N2CCNCC2)F N-(3-bromo-2-fluoro-phenyl)-6-piperazin-1-yl-pyrido[3,2-d]pyrimidin-4-amine